FC=1C(=NC=C(C#N)C1)N1CCC(CC1)N1C2=C(N(C(C1=O)=O)C)C=C(C=N2)C=C 5-Fluoro-6-(4-(1-methyl-2,3-dioxo-7-vinyl-2,3-dihydropyrido[2,3-b]pyrazine-4(1H)-yl)piperidin-1-yl)nicotinonitrile